ClC=1C=C(C=2N(N1)C=CN2)[C@@H]2[C@H](C2)C2=CC=C1C(=N2)N(C=C1C(F)(F)F)CC(F)(F)F 6-chloro-8-[(1S,2S)-2-[1-(2,2,2-trifluoroethyl)-3-(trifluoromethyl)pyrrolo[2,3-b]pyridin-6-yl]cyclopropyl]imidazo[1,2-b]pyridazine